BrC=1N=C(C=2N(C1)C=C(N2)C)C2=CC=C(C=C2)C(F)(F)F 6-bromo-2-methyl-8-(4-(trifluoromethyl)phenyl)imidazo[1,2-a]pyrazine